ClC1=CC=C(CN2[C@@]3(CCN(C3)C3=NC=CN=C3)C(N(CC2=O)C(C)C)=O)C=C1 (R)-6-(4-chlorobenzyl)-9-isopropyl-2-(pyrazin-2-yl)-2,6,9-triazaspiro[4.5]-decane-7,10-dione